C(CC/C=C\\CC(/C=C/C=C\\C/C=C\\CCCC(=O)[O-])O)CCO The molecule is an icosanoid anion that is the conjugate base of 12,20-DiHETE arising from deprotonation of the carboxylic acid function; major species at pH 7.3. It is an omega-hydroxy fatty acid anion, an icosanoid anion, a long-chain fatty acid anion, a polyunsaturated fatty acid anion and a dihydroxyicosatetraenoate. It derives from a 12-HETE(1-). It is a conjugate base of a 12,20-DiHETE.